tert-butyl (4-((2-(2,6-dioxopiperidin-3-yl)-1-oxoisoindolin-4-yl)(pentyl)amino)-2,2-dimethylbutyl)carbamate O=C1NC(CCC1N1C(C2=CC=CC(=C2C1)N(CCC(CNC(OC(C)(C)C)=O)(C)C)CCCCC)=O)=O